C(C\C=C/CCCCCCC)[C@H]1SC[C@H](N1)C(=O)OCC |&1:11| ethyl (±)-(4R)-2-((Z)-undec-3-en-1-yl)thiazolidine-4-carboxylate